FC1=CC=C2C=C(C=C(C2=C1C#C[Si](C(C)C)(C(C)C)C(C)C)C1=CC=2N=C(N=CC2C(=N1)N1C2(CC2)CCC1)S(=O)C)OCOC 4-{7-[7-fluoro-3-(methoxymethoxy)-8-[2-(triisopropylsilyl)ethynyl]naphthalen-1-yl]-2-methanesulfinylpyrido[4,3-d]pyrimidin-5-yl}-4-azaspiro[2.4]heptane